C12=CC=C(N1)C=C1C=CC(=N1)C=C1C=CC(N1)=CC=1C=CC(N1)=C2.[Ca] calcium porphyrin